N-(4-(((R)-1-Hydroxy-4-methylpentan-2-yl)amino)-6-(2-(4-(oxetan-3-yl)phenyl)propyl)-1,3,5-triazin-2-yl)methanesulfonamide OC[C@@H](CC(C)C)NC1=NC(=NC(=N1)CC(C)C1=CC=C(C=C1)C1COC1)NS(=O)(=O)C